FC=1C=C(C=CC1)C=1C(=NN(C1C(=O)O)C=1SC(=C(N1)C1=CC=C(C=C1)C(F)(F)F)N(C)CCOC)C 4-(3-fluorophenyl)-1-(5-((2-methoxyethyl)(methyl)amino)-4-(4-(trifluoromethyl)phenyl)thiazol-2-yl)-3-methyl-1H-pyrazole-5-carboxylic acid